(4R,5R)-5-(2,4-dichlorobenzyloxymethyl)-4-(2,4-dichlorobenzyloxy)-2-methylOxy-dihydrofuran-3-one ClC1=C(COC[C@@H]2[C@H](C(C(O2)OC)=O)OCC2=C(C=C(C=C2)Cl)Cl)C=CC(=C1)Cl